ClC=1C=C(C=CC1Cl)NC(=O)N1CCN(CC1)C1=NC=CC(=N1)N1CCC(CC1)C N-(3,4-dichlorophenyl)-4-(4-(4-methylpiperidin-1-yl)pyrimidin-2-yl)piperazine-1-carboxamide